6-(1-methyl-1H-pyrazol-4-yl)-1H-pyrazolo[3,4-d]pyrimidin-4(5H)-one CN1N=CC(=C1)C=1NC(C2=C(N1)NN=C2)=O